[N+](=O)([O-])C=1C=CC(=NC1NC1=CC=NC=C1)N1C[C@H]2N(C[C@H]2CC1)C(=O)OC(C)(C)C tert-Butyl (1S,6R)-3-[5-nitro-6-(4-pyridylamino)-2-pyridyl]-3,8-diazabicyclo[4.2.0]octane-8-carboxylate